C(C)(=O)OCCC(C)C.[Ge].[Ge].[Ge] trigermanium (3-methylbutyl) acetate